C(C)NC1=C2C(=NC(=C1)NC1=C(C=C(C=C1)S(=O)(=O)N1CCC(CC1)N1CCOCC1)OC)NC=C2C#N 4-(ethylamino)-6-((2-methoxy-4-((4-morpholinopiperidin-1-yl)sulfonyl)phenyl)amino)-1H-pyrrolo[2,3-b]pyridine-3-carbonitrile